C[C@H]1[C@H]([C@H]([C@@H]([C@@H](O1)O[C@@H]2[C@H]([C@H]([C@H](O[C@H]2O[C@@H]3[C@H]([C@H](O[C@@H]([C@@H]3O)CO)OCCCCCCC=C)NC(=O)C)CO)O)O[C@@H]4[C@@H]([C@H]([C@H]([C@H](O4)CO)O)O)O)O)O)O The molecule is a glycoside formed between the branched tetrasaccharide alpha-L-Fuc-(1->2)-[alpha-D-Gal-(1->3)]-beta-D-Gal-(1->3)-alpha-D-GalNAc and the alkenyl alcohol oct-7-en-1-ol. It contains an alpha-L-Fucp-(1->2)-[alpha-D-Galp-(1->3)]-beta-D-Galp-(1->3)-alpha-D-GalpNAc-yl group. It derives from an oct-7-en-1-ol.